5-Ethyl-5-methylol-1,3-dioxan C(C)C1(COCOC1)CO